bis(octadecyl)ammonium tetrakis(pentafluorophenyl)borate (rac)-Benzyl-3-isothiocyanatopiperidine-1-carboxylate C(C1=CC=CC=C1)OC(=O)N1C[C@@H](CCC1)N=C=S.FC1=C(C(=C(C(=C1[B-](C1=C(C(=C(C(=C1F)F)F)F)F)(C1=C(C(=C(C(=C1F)F)F)F)F)C1=C(C(=C(C(=C1F)F)F)F)F)F)F)F)F.C(CCCCCCCCCCCCCCCCC)[NH2+]CCCCCCCCCCCCCCCCCC |r|